OC(CN(CCCC(=O)OCCN1CCN(CC1)CCSSCCCCN(CC(CCCCC(=O)OCC(CC)CC)O)CC(CCCCC(=O)OCC(CC)CC)O)CC(CCCCC(OC(C)C)=O)O)CCCCC(=O)OC(C)C Bis(2-ethylbutyl) 7,7'-((4-((2-(4-(2-((4-(bis(2-hydroxy-7-isopropoxy-7-oxoheptyl)amino)-butanoyl)oxy)ethyl)piperazin-1-yl)ethyl)disulfaneyl)butyl)azanediyl)bis(6-hydroxyheptanoate)